CC(C(O)O)CCC(CC)C 2,5-dimethyl-heptanediol